O[C@@H]1C[C@@H](CCC1)NC1=NC(=NC=C1C(=O)N)N[C@H]1CC2=CC=CC=C2CC1 4-((1R,3S)-3-hydroxycyclohexylamino)-2-((R)-1,2,3,4-tetrahydronaphthalen-2-ylamino)pyrimidine-5-carboxamide